C[C@H]1O[C@H](CNC1)C(CC1=CC=CC=C1)O 1-((2r,6r)-6-methylmorpholin-2-yl)-2-phenylethanol